C(#N)C1=CC=C(CNC(=O)C=2NC=C(C2)C(C2=CC(=CC=C2)OC)=O)C=C1 N-(4-cyanobenzyl)-4-(3-methoxybenzoyl)-1H-pyrrole-2-carboxamide